7-fluoro-N2-(5-methyl-1H-indol-3-yl)-5-(trifluoromethyl)-1H-benzo[d]imidazole-1,2-diamine FC1=CC(=CC2=C1N(C(=N2)NC2=CNC1=CC=C(C=C21)C)N)C(F)(F)F